(R)-N-(1-(5-cyclopropyl-3-fluoropyridin-2-yl)ethyl)-N-methyl-2-nitrobenzenesulfonamide C1(CC1)C=1C=C(C(=NC1)[C@@H](C)N(S(=O)(=O)C1=C(C=CC=C1)[N+](=O)[O-])C)F